N-(5-chloro-2,3-dihydro-1H-inden-2-yl)-5-(3-methyl-1H-pyrazol-1-yl)pyrimidin-2-amine ClC=1C=C2CC(CC2=CC1)NC1=NC=C(C=N1)N1N=C(C=C1)C